CC1=CC2=C(C=C(O2)C(=O)C2=CC=CC=C2)C=C1 (6-methylbenzofuran-2-yl)(phenyl)methanone